CSC1=NC=2CC3(CCC2C(N1)=O)CCC1=CC=CC2=CC=CC3=C12 2'-(Methylthio)-2,3,5',8'-tetrahydro-3'H-spiro[phenalene-1,7'-quinazolin]-4'(6'H)-one